C(=O)(OCC1C2=CC=CC=C2C2=CC=CC=C12)NN (Fmoc)hydrazine